(E)-9a-(3-(bromomethyl)-4-methoxystyryl)-9,9-dimethyl-2,3,9,9a-tetrahydrooxazolo[3,2-a]indole BrCC=1C=C(/C=C/C23N(C=4C=CC=CC4C2(C)C)CCO3)C=CC1OC